COC(C1=C(C(=CC=C1)CC)O)=O 3-ethyl-2-hydroxy-benzoic acid methyl ester